2-methyl-5-[(3S)-3-[[7-(5-methyl-1,2,4-oxadiazol-3-yl)-1-isoquinolyl]amino]pyrrolidine-1-carbonyl]pyrazole-3-carboxylic acid CN1N=C(C=C1C(=O)O)C(=O)N1C[C@H](CC1)NC1=NC=CC2=CC=C(C=C12)C1=NOC(=N1)C